COC(=O)C1(CCC(CC1)CN1C(N(C=2N=CN(C2C1=O)C)C)=O)C methyl-4-((3,7-dimethyl-2,6-dioxo-2,3,6,7-tetrahydro-1H-purin-1-yl)methyl)-cyclohexanecarboxylic acid methyl ester